OC[C@@]1([C@@H](CC([C@H]2[C@H](C(CCC12)=C)CCOC1=C(C=CC=C1)O)C)O)C (1R,2R,4aS,5R)-1-(hydroxymethyl)-5-(2-(2-hydroxyphenoxy)ethyl)-1,4-dimethyl-6-methylenedecahydronaphthalen-2-ol